tert-Butyl 3-(5-(2-fluoro-4-methoxy-5-(((1S,2R,3S,4R)-3-((3-((trifluoromethyl)sulfonyl)phenyl)carbamoyl)bicyclo[2.2.1]heptan-2-yl)carbamoyl)phenyl)-1,3,4-thiadiazol-2-yl)propanoate FC1=C(C=C(C(=C1)OC)C(N[C@@H]1[C@H]2CC[C@@H]([C@@H]1C(NC1=CC(=CC=C1)S(=O)(=O)C(F)(F)F)=O)C2)=O)C2=NN=C(S2)CCC(=O)OC(C)(C)C